C(C)OC1=C(C2=CC=CC=C2C=C1)N1NC=NC=C1 1-(2-ethoxynaphthyl)-1,2,4-triazine